4-bromo-2-(8-chloro-4-methyl-quinazolin-2-yl)thiazole BrC=1N=C(SC1)C1=NC2=C(C=CC=C2C(=N1)C)Cl